(S)-5-((S)-1,2-dihydroxypropan-2-yl)-3-fluoro-N'-((1',5',6',7'-tetrahydro-2'H-spiro[cyclopropane-1,3'-dicyclopenta[b,e]pyridin]-8'-yl)carbamoyl)thiophene-2-sulfonimidamide OC[C@](C)(O)C1=CC(=C(S1)[S@](=O)(N)=NC(NC1=C2C(=NC3=C1CCC3)C3(CC2)CC3)=O)F